C(C)(C)N1N=NC2=C1C=CC(=C2)C=2OC1=C(N2)C=CC=C1OC 2-(1-isopropyl-1H-benzo[d][1,2,3]triazol-5-yl)-7-methoxybenzo[d]oxazole